FC(OC=1C=C(C=C(C1)C=1C=NN2C1C=C(C=C2)OCCN(C)C)C2(CC2)S(=O)(=O)N)F (3-(difluoromethoxy)-5-(5-(2-(dimethylamino)ethoxy)pyrazolo[1,5-a]pyridin-3-yl)phenyl)cyclopropanesulfonamide